[N+](=O)([O-])C1=CC=C(C=C1)N(C=1SC=C(C1)CCCCCCCC)C1=CC=CC=C1 N-(4-nitrophenyl)-4-octyl-N-phenylthiophen-2-amine